N-[2-bromo-4-(1,1,1,2,3,3,3-heptafluoroprop-2-yl)-6-(trifluoromethyl)phenyl]-3-[N-(1-cyclopropyl-ethyl)benzamido]-2-fluorobenzamide BrC1=C(C(=CC(=C1)C(C(F)(F)F)(C(F)(F)F)F)C(F)(F)F)NC(C1=C(C(=CC=C1)N(C(C1=CC=CC=C1)=O)C(C)C1CC1)F)=O